C1(CC1)C1=CC(=CC(=N1)C(=O)NC1=CC(=CC=C1)C(C(C1=NN=CN1C)F)(C)F)C=O 6-Cyclopropyl-N-(3-(1,2-difluoro-1-(4-methyl-4H-1,2,4-triazol-3-yl)propan-2-yl)phenyl)-4-formylpicolinamide